CC(=O)CC1=CC=C(C=C1)OC 1-(p-methoxyphenyl)-2-propanone